2,2-Bis(aminomethyl)-5-(piperazin-1-yl)-2,3-dihydro-1,4-benzodioxine NCC1(COC2=C(O1)C=CC=C2N2CCNCC2)CN